C1(=CC=CC=C1)C(CC1=CC=CC=C1)N(C(O)=O)[C@H](C(N[C@H](C=O)C[C@H]1C(NCC1)=O)=O)CC(C)C.OCCCCOC(C=C)=O.C(C=C)(=O)O acrylic acid 4-hydroxybutyl-acrylate 1,2-Diphenylethyl-((S)-4-methyl-1-oxo-1-(((S)-1-oxo-3-((S)-2-oxopyrrolidin-3-yl)propan-2-yl)amino)pentan-2-yl)carbamate